N1=C(OC2=NC=CC=C21)C2=CC=C(C=C2)NC(=O)[C@H]2CS(CC2)(=O)=O (3S)-N-(4-Oxazolo[5,4-b]pyridin-2-ylphenyl)-1,1-dioxothiolan-3-carboxamid